COC1=CC=C(N(C2=CC=C(C=C2)C=2SC(=C3OCCOC32)SC)C3=CC=C(C=C3)OC)C=C1 4-methoxy-N-(4-methoxyphenyl)-N-(4-(7-(methylthio)-2,3-dihydrothieno[3,4-b][1,4]dioxin-5-yl)phenyl)aniline